7-(4-(7-oxa-4-azaspiro[2.5]oct-5-yl)phenyl)-6-chloro-3-((4-hydroxy-1-(1-methylcyclopropane-1-carbonyl)piperidin-4-yl)methyl)-3,7-dihydro-4H-pyrrolo[2,3-d]pyrimidin-4-one C1CC12NC(COC2)C2=CC=C(C=C2)N2C(=CC1=C2N=CN(C1=O)CC1(CCN(CC1)C(=O)C1(CC1)C)O)Cl